CN(\C=C(/C(=O)OCC)\C1=NC=CC=C1)C ethyl (Z)-3-(dimethylamino)-2-(pyridin-2-yl)acrylate